FC=1C=C(C=C(C1CNC1CNC(C1)=O)OC)C=1C(=C(C=CC1)C1=C(C(=CC=C1)NC(=O)C=1C(N(C(N(C1)C)=O)C)=O)C)C N-(3''-fluoro-5''-methoxy-2,2'-dimethyl-4''-(((5-oxopyrrolidin-3-yl)amino)methyl)-[1,1':3',1''-terphenyl]-3-yl)-1,3-dimethyl-2,4-dioxo-1,2,3,4-tetrahydropyrimidine-5-carboxamide